3-((2-(1-isopropyl-1H-pyrazol-5-yl)pyridin-3-yl)methoxy)-6-methylpicolinaldehyde C(C)(C)N1N=CC=C1C1=NC=CC=C1COC=1C(=NC(=CC1)C)C=O